N-Boc-D-alanine methyl ester COC([C@H](NC(=O)OC(C)(C)C)C)=O